P(O)(O)(O)=O.[P] Phosphorus (Orthophosphoric Acid)